C1C(=O)NC(=O)N1CC2=CC=CC=C2 N-Benzylhydantoin